ethyl 3,6-dibromopicolinate BrC=1C(=NC(=CC1)Br)C(=O)OCC